C(C1=CC=CC=C1)OC1=CC(=CC2=CC=CC=C12)C(=O)OCC1=CC=CC=C1 benzyl 4-(benzyloxy)-2-naphthoate